CN(C/C=C/C(=O)N1CC2=C(SC=3N=CN=C(C32)NC3=CC(=C(C=C3)OC=3C=NC(=CC3)C)C)[C@H]1C)C (R,E)-4-(dimethylamino)-1-(7-methyl-4-((3-methyl-4-((6-methylpyridin-3-yl)oxy)phenyl)amino)-5,7-dihydro-6H-pyrrolo[3',4':4,5]thieno[2,3-d]pyrimidin-6-yl)but-2-en-1-one